benzyl ((3R,4S)-3-fluoropiperidin-4-yl)(methyl)carbamate F[C@@H]1CNCC[C@@H]1N(C(OCC1=CC=CC=C1)=O)C